[Na].C(CCCCCCCCCCC)(=O)O lauric acid sodium